N[C@@H](C(=O)N[C@H](C(=O)N[C@@H](C(=O)N[C@@H](CC1=CC=C(C=C1)O)C(=O)O)CC1=CC=C(C=C1)C)CCCCNC(CCCCCCC)=O)CC=1N=CN(C1)C(C1=CC=CC=C1)(C1=CC=CC=C1)C1=CC=CC=C1 ((R)-2-((S)-2-((R)-2-amino-3-(1-trityl-1H-imidazol-4-yl)propanamido)-6-octanoylaminohexanamido)-3-(p-Tolyl)propionyl)-L-tyrosine